ClC1=NS(C2=C(N1)C(=CC=C2)C2=C(C=CC(=C2)F)F)(=O)=O 3-chloro-5-(2,5-difluorophenyl)-4H-benzo[e][1,2,4]thiadiazine 1,1-dioxide